ClC1=C(C(=O)NC=2C=CC=3N(C2)C(=NN3)S(=O)(=O)CCC)C=CC=C1 2-chloro-N-(3-(propylsulfonyl)-[1,2,4]triazolo[4,3-a]pyridin-6-yl)benzamide